1-(3-methyl-4-phenylpyridin-2-yl)ethan-1-one CC=1C(=NC=CC1C1=CC=CC=C1)C(C)=O